FC(C1=NN=C(O1)C=1C=CC(=NC1)CN1C(N(C2=C1C=C(C(=C2)N2CCNCC2)F)C)=O)F 1-((5-(5-(difluoromethyl)-1,3,4-oxadiazol-2-yl)pyridin-2-yl)methyl)-6-fluoro-3-methyl-5-(piperazin-1-yl)-1,3-dihydro-2H-benzo[d]imidazol-2-one